4-(2,6-Dichloropyridin-4-yl)-3-(4-methyl-1,2,4-triazol-3-yl)benzonitrile ClC1=NC(=CC(=C1)C1=C(C=C(C#N)C=C1)C1=NN=CN1C)Cl